6-bromohexyl 6,6-bis(hept-3-yn-1-yloxy)hexanoate C(CC#CCCC)OC(CCCCC(=O)OCCCCCCBr)OCCC#CCCC